C(C)(C)(C)N1C(=NC(=C1)C(=O)NC1=C(C=C(C(=C1)C=1C=C(C=2N(C1)C=C(N2)C)N2CCOCC2)C)F)F 1-Tert-butyl-2-fluoro-N-{2-fluoro-4-methyl-5-[2-methyl-8-(morpholin-4-yl)imidazo[1,2-a]pyridin-6-yl]phenyl}imidazole-4-carboxamide